7-chloro-9-fluoro-5-(4-fluorophenyl)-6-isopropyl-1-tetrahydropyran-2-yl-pyrazolo[4,3-g]Quinoline ClC1=NC2=C(C3=C(C=C2C(=C1C(C)C)C1=CC=C(C=C1)F)C=NN3C3OCCCC3)F